1-tert-butyl-N-{[3-(4-{[(3S,4R)-4-fluoro-1-methylpiperidin-3-yl]amino}-1-(2,2,2-trifluoroethyl)-1H-indol-2-yl)-1,2,4-oxadiazol-5-yl]methyl}-1H-pyrrole-3-carboxamide C(C)(C)(C)N1C=C(C=C1)C(=O)NCC1=NC(=NO1)C=1N(C2=CC=CC(=C2C1)N[C@H]1CN(CC[C@H]1F)C)CC(F)(F)F